BrC=1C=C(CC[C@@H]2N=C([C@H](N=C2OC)C(C)C)OC)C=CC1 (2S,5R)-2-(3-bromophenethyl)-5-isopropyl-3,6-dimethoxy-2,5-dihydropyrazine